CC1=CC=CC(=N1)C1=NN=C(S1)NC(=O)C=1C(N(C2=CC=CC=C2C1O)CC)=O N-(5-(6-methylpyridin-2-yl)-1,3,4-thiadiazol-2-yl)-1-ethyl-4-hydroxy-2-quinolone-3-carboxamide